7-(5-fluoro-2-methyl-4-(1H-1,2,4-triazol-3-yl)phenyl)-1-(trans-4-hydroxycyclohexyl)-3,4-dihydropyrazino[2,3-b]pyrazin-2(1H)-one FC=1C(=CC(=C(C1)C1=CN=C2C(=N1)N(C(CN2)=O)[C@@H]2CC[C@H](CC2)O)C)C2=NNC=N2